FC1=CC=C(C=C1)N1N=C(C=C1B1OC(C(O1)(C)C)(C)C)C 1-(4-fluorophenyl)-3-methyl-5-(4,4,5,5-tetramethyl-1,3,2-dioxaborolan-2-yl)pyrazole